C1(CC1)C=1C=CC(=NC1)NN 5-Cyclopropyl-2-hydrazinopyridine